5-fluoro-N-(4-(1-(2-((2-methoxyethyl)amino)-2-oxoacetyl)piperidin-4-yl)phenyl)isoindoline-2-carboxamide FC=1C=C2CN(CC2=CC1)C(=O)NC1=CC=C(C=C1)C1CCN(CC1)C(C(=O)NCCOC)=O